ONC(=O)C=1C=CC2=CN(N=C2C1)CC1=CC(=CC=C1)OC(F)(F)F 2-(3-trifluoromethoxybenzyl)-2H-indazole-6-carboxylic acid hydroxyamide